4-[2-(2-bromo-4-fluoro-6-methoxy-phenyl)ethynyl]tetra-hydropyran BrC1=C(C(=CC(=C1)F)OC)C#CC1CCOCC1